N1(CCC1)CC1(CC1)NC(=O)C1(C(C1)(F)F)C1=CC=CC=C1 N-(1-(azetidin-1-ylmethyl)cyclopropyl)-2,2-difluoro-1-phenylcyclopropane-1-carboxamide